6-(thiophen-3-yl)dipyrido[1,2-a:2',1'-c]pyrazine-5,8-diium dibromide [Br-].[Br-].S1C=C(C=C1)C1=C[N+]2=C(C3=[N+]1C=CC=C3)C=CC=C2